3-ETHOXY-5-FLUOROPHENYLBORONIC ACID C(C)OC=1C=C(C=C(C1)F)B(O)O